FC(C1=CC=NC=C1C(=O)NC(C(=O)O)CC)(F)F 2-(4-(trifluoromethyl)nicotinamido)butanoic acid